racemic-(S)-1,2-propanediol C([C@H](C)O)O |r|